4-(4-fluorophenyl)-2-isopropyl-N-(4-((3-(1-methyl-1H-pyrazol-4-yl)pyridin-4-yl)oxy)phenyl)-3,5-dioxo-2,3,4,5-tetrahydro-1,2,4-triazin-6-carboxamide FC1=CC=C(C=C1)N1C(N(N=C(C1=O)C(=O)NC1=CC=C(C=C1)OC1=C(C=NC=C1)C=1C=NN(C1)C)C(C)C)=O